C1=CC=C2C(=C1)NC(=O)C(O2)O The molecule is a benzoxazine bearing hydroxy and oxo substituents at positions 2 and 3 respectively. It has a role as an allelochemical and a plant metabolite. It is a benzoxazine, a lactam and a lactol.